CC=1OC2=C(C1C1(CC1)C#N)C=C(C=C2)OCC=2C(=NC=CC2)C(F)(F)F 1-[2-Methyl-5-(2-trifluoromethyl-pyridin-3-ylmethoxy)-benzofuran-3-yl]-cyclopropanecarbonitrile